OCCN(\N=C\C1=CC(=C(C=C1)O)OC)C1=NS(C2=C1C=C(C=C2)C)(=O)=O 4-[(E)-[2-hydroxyethyl-(5-methyl-1,1-dioxo-1,2-benzothiazol-3-yl)hydrazono]methyl]-2-methoxy-phenol